C(C=C)OC1=C(C=CC(=C1F)F)C(O)C=1SC=CC1Cl (2-(allyloxy)-3,4-difluorophenyl)(3-chlorothien-2-yl)methanol